(S)-cyclopropyl-(5-(trifluoromethyl)pyridin-2-yl)methylamine hydrochloride Cl.C1(CC1)NCC1=NC=C(C=C1)C(F)(F)F